thiodiethylenebis[(3,5-di-tert-butyl-4-hydroxyphenyl)propionate] S(CCC(C(=O)[O-])(C)C1=CC(=C(C(=C1)C(C)(C)C)O)C(C)(C)C)CCC(C(=O)[O-])(C)C1=CC(=C(C(=C1)C(C)(C)C)O)C(C)(C)C